The molecule is a monoterpenoid indole alkaloid with formula C21H26N2O3, isolated from several species of Tabernaemontana. It has a role as a plant metabolite, an antineoplastic agent and an apoptosis inducer. It is a monoterpenoid indole alkaloid, a tertiary amino compound, a methyl ester, an organic heterotetracyclic compound and an alkaloid ester. CC[C@@H]1CN([C@H]2CC3=C(C(=O)C[C@@H]1[C@@H]2C(=O)OC)NC4=CC=CC=C34)C